(2R,3R,4S,5R)-3,4,5,6-tetrahydroxy-1-oxahexan O[C@H](CO)C([C@@H](CO)O)O